({2-[(5-bromopyridin-2-yl)oxy]Ethyl}oxy)acetic acid-2-methylpropan-2-yl ester CC(C)(C)OC(COCCOC1=NC=C(C=C1)Br)=O